3-{4-[(6-amino-4-pyrimidinyl)oxy]-2-isopropylphenyl}-1-[3-(trifluoromethyl)phenyl]-2,4-imidazolidinedione NC1=CC(=NC=N1)OC1=CC(=C(C=C1)N1C(N(CC1=O)C1=CC(=CC=C1)C(F)(F)F)=O)C(C)C